4-[2-amino-5-(3-aminophenyl)-4-ethyl-3-pyridinyl]phenol NC1=NC=C(C(=C1C1=CC=C(C=C1)O)CC)C1=CC(=CC=C1)N